O(P([O-])(=O)OP(=O)([O-])[O-])C(C=CCCC)=O hexaenoyl pyrophosphate